N-(2-methyl-5-(5-methyl-1,2,4-oxadiazol-3-yl)phenyl)-6-(thiazol-4-yl)pyrazolo[1,5-a]pyridine-3-carboxamide CC1=C(C=C(C=C1)C1=NOC(=N1)C)NC(=O)C=1C=NN2C1C=CC(=C2)C=2N=CSC2